O-(tert-butyl)-N-(2-((5-chloro-2-(4-chloro-1H-1,2,3-triazol-1-yl)phenyl)amino)-2-oxoethyl)-N-(2-chloroacetyl)homoserine ethyl ester C(C)OC([C@@H](N(C(CCl)=O)CC(=O)NC1=C(C=CC(=C1)Cl)N1N=NC(=C1)Cl)CCOC(C)(C)C)=O